(Z)-N-(2-(diethylamino)ethyl)-6'-(5-fluoro-2-oxoindolin-3-ylidene)-2'-methyl-5',6'-dihydro-1'H-spiro[cyclobutane-1,4'-cyclopenta[b]pyrrole]-3'-carboxamide C(C)N(CCNC(=O)C=1C2=C(NC1C)\C(\CC21CCC1)=C\1/C(NC2=CC=C(C=C12)F)=O)CC